6-[3-ethylsulfonyl-6-(1,2,4-triazol-1-yl)-2-pyridyl]-2,2-difluoro-5H-[1,3]dioxolo[4,5-f]isoindol-7-one C(C)S(=O)(=O)C=1C(=NC(=CC1)N1N=CN=C1)N1CC=2C=C3C(=CC2C1=O)OC(O3)(F)F